N-(2-((2-(dimethylamino)ethyl)(methyl)amino)-5-((5-bromo-4-(4-fluoro-1-isopropyl-2-methyl-1H-benzo[d]imidazole-6-yl)pyrimidin-2-yl)amino)-4-methoxyphenyl)acrylamide CN(CCN(C1=C(C=C(C(=C1)OC)NC1=NC=C(C(=N1)C=1C=C(C2=C(N(C(=N2)C)C(C)C)C1)F)Br)NC(C=C)=O)C)C